7-Fluoro-1H,2H,3H,4H,6H,7H,12H,12bH-indolo[2,3-a]quinolizin-4-one FC1C2=C(C3CCCC(N3C1)=O)NC1=CC=CC=C12